BrC1=CC=C(C=C1)S(=O)(=O)N1C=CC2=C(C(=C(C=C12)F)OC=1C=CC(=C(C#N)C1)F)CC1S(CCC1)(=O)=O 5-((1-((4-Bromophenyl)sulfonyl)-4-((1,1-dioxotetrahydrothiophen-2-yl)methyl)-6-fluoro-1H-indol-5-yl)oxy)-2-fluorobenzonitrile